C(C=C)C1=C(C(=O)O)C=C(C=C1)Br 2-allyl-5-bromobenzoic acid